2-(3-(2-chloropyrimidin-4-yl)imidazo[1,2-a]pyrazin-6-yl)-1,1,1-trifluoropropan-2-ol ClC1=NC=CC(=N1)C1=CN=C2N1C=C(N=C2)C(C(F)(F)F)(C)O